(5-{trans-4-[4-(4-fluoro-1-methylpiperidin-4-yl)-1H-1,2,3-triazol-1-yl]cyclohexyl}-4-methyl-4H-1,2,4-triazol-3-yl)methanol FC1(CCN(CC1)C)C=1N=NN(C1)[C@@H]1CC[C@H](CC1)C=1N(C(=NN1)CO)C